NC1=NC=CC=C1C1=NC=2C(=NC(=CC2)N2N=CC=C2)N1C=1C=C2CC[C@@H](C2=CC1)NC1CCNCC1 4-{[(1S)-5-[2-(2-aminopyridin-3-yl)-5-(pyrazol-1-yl)imidazo[4,5-b]pyridin-3-yl]-2,3-dihydro-1H-inden-1-yl]amino}piperidin